1-(3-furyl)-ethanone O1C=C(C=C1)C(C)=O